O1COC2=C1C=CC(=C2)CC(C)NCC=C 1-(1,3-benzodioxolan-5-yl)-N-prop-2-enylpropane-2-amine